2-(1-methyl-1H-pyrazol-4-yl)acrylamide CN1N=CC(=C1)C(C(=O)N)=C